C1(CC1)CNC1=C(C(=O)O)C=CC(=N1)C1=CC(=CC=C1)O 2-((cyclopropylmethyl)amino)-6-(3-hydroxyphenyl)nicotinic acid